2-tert-butyl-4-(3-hydroxy-propoxy)-6-[5-(toluene-4-sulfonyl)-benzotriazol-2-yl]-phenol C(C)(C)(C)C1=C(C(=CC(=C1)OCCCO)N1N=C2C(=N1)C=CC(=C2)S(=O)(=O)C2=CC=C(C)C=C2)O